CC(C)(C1=CC=C(C=C1)O)C2=CC(=C(C=C2)O)Cl chlorobisphenol A